FC1=C(C=CC(=C1)OC1=CC(=NC=C1)N1CC(C1)(C)OC)NC(OC(C)(C)C)=O Tert-Butyl N-[2-fluoro-4-[[2-(3-methoxy-3-methyl-azetidin-1-yl)-4-pyridyl]oxy]phenyl]carbamate